CC=1C=NN(C1)CC1=CC(=C(C=C1)CCCC(=O)O)NC(C(C)N1C=C(C2=CC(=CC=C12)C(=O)N1CCCC1)C)=O 4-{4-[(4-methyl-1H-pyrazol-1-yl)methyl]-2-((2-[3-methyl-5-(1-pyrrolidinylcarbonyl)-1H-indol-1-yl]propanoyl)amino)phenyl}butanoic acid